7-bromo-2-phenyl-1H-benzo[e]benzimidazole BrC1=CC2=C(C3=C(N=C(N3)C3=CC=CC=C3)C=C2)C=C1